Aluminum sulfate salt S(=O)(=O)([O-])[O-].[Al+3].S(=O)(=O)([O-])[O-].S(=O)(=O)([O-])[O-].[Al+3]